N1(CCCCC1)CCCNC(=O)C=1SC=CC1 N-[3-(1-piperidyl)propyl]thiophene-2-carboxamid